C(C1=CC=CC=C1)C1OCC(O1)C=O 2-benzyl-1,3-dioxolane-4-carbaldehyde